BrC=1C(=NC(=NC1)NC=1C=C2CCNCC2=CC1)NC1=C(C(=O)NC)C=CC=C1 2-[5-bromo-2-(1,2,3,4-tetrahydro-isoquinolin-6-ylamino)-pyrimidin-4-ylamino]-N-methylbenzamide